C(=O)(O)C(CC=1C=C(CCN(C(CC=2C=C(C=CC2)CC(C(=O)O)C2CNCC2)=O)CCSC2=CC(=CC=C2)CC(C2CNCC2)C(=O)O)C=CC1)C1CNCC1 3-(3-(2-((3-(2-carboxy-2-(pyrrolidin-3-yl)ethyl)phenethyl)(2-((3-(2-carboxy-2-(pyrrolidin-3-yl)ethyl)phenyl)thio)ethyl)amino)-2-oxoethyl)phenyl)-2-(pyrrolidin-3-yl)propanoic acid